cerium 1,3,5-benzenetricarboxylic acid thorium [Th].C1(=CC(=CC(=C1)C(=O)O)C(=O)O)C(=O)O.[Ce]